FC=1C=C(C=C(C1F)F)C=1N=NN(C1)[C@@H]1[C@H]([C@@H](SC2=CC(=C(C=C2F)Cl)Cl)O[C@@H]([C@@H]1O)CO)O 3,4-Dichloro-6-fluorophenyl 3-deoxy-3-[4-(3,4,5-trifluorophenyl)-1H-1,2,3-triazol-1-yl]-1-thio-α-D-galactopyranoside